NCC1=CN=C2N1C=CC(=C2)C2=C(C=CC(=C2Cl)Cl)O 2-(3-(Aminomethyl)imidazo[1,2-a]pyridin-7-yl)-3,4-dichlorophenol